C(=C/CCCC)/C1=C(C(C(=O)O)=CC=C1)O.C(C\C=C/CC)OC(C1=C(C=CC=C1)O)=O.FC=1C=C(C=CC1)C(CS(F)(F)(F)(F)F)=O 1-(3-fluorophenyl)-2-(pentafluoro-lambda6-sulfaneyl)ethan-1-one (Z)-hex-3-en-1-yl-2-hydroxybenzoate (Cis-3-hexenyl-salicylate)